6-[(1S,2S)-2-(6-chloroimidazo[1,2-b]pyridazin-8-yl)cyclopropyl]-3-(trifluoromethyl)isoquinoline ClC=1C=C(C=2N(N1)C=CN2)[C@@H]2[C@H](C2)C=2C=C1C=C(N=CC1=CC2)C(F)(F)F